OC1=C(N=CNC1=O)C(CNC(C)=O)CC1=CC=C(C=C1)SC1=CC=C(C=C1)CN1CCOCC1 N-(2-(5-hydroxy-6-oxo-1,6-dihydropyrimidin-4-yl)-3-(4-((4-(morpholinomethyl)phenyl)thio)phenyl)propyl)acetamide